CP(=O)(C)C1=CC2=C(C(=N1)C1=CN(C3=CN=C(C=C31)NC(C)=O)COC)OCC(O2)C N-(3-(7-(dimethylphosphoryl)-2-methyl-2,3-dihydro-[1,4]dioxino[2,3-c]pyridin-5-yl)-1-(methoxymethyl)-1H-pyrrolo[2,3-c]pyridin-5-yl)acetamide